NC1=CC(=C(C=C1)C(C)C)C1=CC(=CC=C1)C1=C(C=CC(=C1)N)C(C)C 1,3-bis(4-amino-cumenyl)benzene